COC(\C=C(/C)\C1=CC(=CC=C1)N)=O (E)-3-(3-aminophenyl)but-2-enoic acid methyl ester